FC=1C=C2C(C(=C(N(C2=CC1OC)O)C)C1=CC=C(C=C1)C1=CC=C(C=C1)OC(F)(F)F)=O 6-Fluoro-1-hydroxy-7-methoxy-2-methyl-3-(4'-(trifluoromethoxy)-[1,1'-biphenyl]-4-yl)quinolin-4(1H)-one